(5-chloro-1-(2,6-dimethoxyphenyl)-2-(6-ethoxypyridin-2-yl)-1H-imidazo[4,5-b]pyrazin-6-yl)-1-(pyridin-2-yl)methanesulfonamide ClC=1N=C2C(=NC1C(S(=O)(=O)N)C1=NC=CC=C1)N(C(=N2)C2=NC(=CC=C2)OCC)C2=C(C=CC=C2OC)OC